N-(3-(2-acetamido-8,9-dihydroimidazo[1',2':1,6]pyrido[2,3-d]pyrimidin-6-yl)-4-methylphenyl)-4-(trifluoromethyl)pyridineamide C(C)(=O)NC=1N=CC2=C(N1)N1C(C(=C2)C=2C=C(C=CC2C)NC(=O)C2=NC=CC(=C2)C(F)(F)F)=NCC1